FC(C=1C=C(C=NC1)C(C)=NO)(F)F 1-[5-(trifluoromethyl)-3-pyridinyl]ethanone oxime